N=1C=CN2C1C(=CC=C2)N imidazo[1,2-A]pyridin-8-amine